ClC=1C(=NC(=NC1)NC1=C(C=C2CCN(CC2=C1)C)OC)N1CC(C2=CC=CC=C12)C 1-(5-chloro-2-((6-methoxy-2-methyl-1,2,3,4-tetrahydroisoquinolin-7-yl)amino)pyrimidin-4-yl)-3-methylindoline